CC1([C@H](C1)C(=O)N1CC2(C1)CN(C[C@H]2COCC2=CC(=NC=C2)C2CCOCC2)C(=O)C2=CN=CS2)C ((S)-2-((1S)-2,2-dimethylcyclopropane-1-carbonyl)-8-(((2-(tetrahydro-2H-pyran-4-yl)pyridin-4-yl)methoxy)methyl)-2,6-diazaspiro[3.4]octan-6-yl)(thiazol-5-yl)methanone